C(C)N1C(=NC=2N(C(N(C(C12)=O)C)=O)C)S(=O)(=O)C 7-Ethyl-1,3-dimethyl-8-(methylsulfonyl)-1H-purine-2,6(3H,7H)-dione